CC(=CC(=O)N[C@@H](CC(C)C)C(=O)O)CCC=C(C)C (3,7-dimethyl-2,6-octadienoyl)leucine